C1(=C(C=CC=C1)C#CC1=C(C=CC=C1)C)C 1,2-Dio-tolylacetylene